N1-(2-(dimethylamino)ethyl)-5-methoxy-N1-methyl-2-nitro-N4-(4-(3,3,5-trimethyl-2,3-dihydro-1H-pyrrolo[3,2-b]pyridin-1-yl)pyrimidin-2-yl)benzene-1,4-diamine CN(CCN(C1=C(C=C(C(=C1)OC)NC1=NC=CC(=N1)N1CC(C2=NC(=CC=C21)C)(C)C)[N+](=O)[O-])C)C